3-(naphthalen-2-yl)-1-(3,5,6-trimethylpyrazin-2-yl)-1H-pyrazol-5-ol C1=C(C=CC2=CC=CC=C12)C1=NN(C(=C1)O)C1=NC(=C(N=C1C)C)C